tris(1-dimethylamino-2-methyl-2-propoxy)indium CN(CC(C)(O[In](OC(CN(C)C)(C)C)OC(CN(C)C)(C)C)C)C